3-(1-naphthyl)alanyl-amide C1(=CC=CC2=CC=CC=C12)C[C@H](N)C(=O)[NH-]